ClC1=C(C=CC(=C1)F)NC1=NC=CC(=N1)N1C=C(C=C1)C(=O)NC(CO)C1=CC(=CC=C1)Cl 1-(2-((2-chloro-4-fluorophenyl)amino)pyrimidin-4-yl)-N-(1-(3-chlorophenyl)-2-hydroxyethyl)-1H-pyrrole-3-amide